BrC=1C=C(O[C@@H](C(=O)OC)C)C=C(C1)O |r| racemic-methyl 2-(3-bromo-5-hydroxyphenoxy)propanoate